FC(COC(C(=O)Cl)=O)(F)F.O=C(C(=O)OCC(F)(F)F)N1[C@H](CC[C@@H](C1)C)C1=CC=C(C=C1)OCC1=CC=CC=C1 |r| 2,2,2-Trifluoroethyl 2-oxo-2-[rac-(2R,5S)-2-(4-benzyloxyphenyl)-5-methyl-1-piperidyl]acetate 2,2,2-Trifluoroethyl-2-chloro-2-oxo-acetate